[4-(1-tert-butylpyrazol-4-yl)phenyl]-[4-(5-methyloxazolo[4,5-b]pyridin-2-yl)piperazin-1-yl]methanone C(C)(C)(C)N1N=CC(=C1)C1=CC=C(C=C1)C(=O)N1CCN(CC1)C=1OC=2C(=NC(=CC2)C)N1